C(#N)C1=CC2=C(N(C(N=C2N2[C@H](CN(CC2)C(=O)[O-])C)=O)C=2C(=NC=CC2C)C(C)C)N=C1C1=C(C=CC(=C1)F)F (S)-4-(6-cyano-7-(2,5-difluorophenyl)-1-(2-isopropyl-4-methylpyridin-3-yl)-2-Oxo-1,2-dihydropyrido[2,3-d]pyrimidin-4-yl)-3-methylpiperazine-1-carboxylate